FC1(OC2=C(O1)C=CC=C2CN2C(=NC1=C2C=CC(=C1)C(=O)N[C@@H](CO)C1=NC=C(C=C1)S(=O)(=O)CC)C(F)(F)F)F (R)-1-((2,2-difluorobenzo[d][1,3]dioxol-4-yl)methyl)-N-(1-(5-(ethylsulfonyl)pyridin-2-yl)-2-hydroxyethyl)-2-(trifluoromethyl)-1H-benzo[d]imidazole-5-carboxamide